OC1=C(C=C(C=C1)CCC)N1N=C2C(=N1)C=CC=C2 2-(2-Hydroxy-5-propylphenyl)benzotriazole